[1,4'-bipiperidine]-4-carboxamide hydrochloride Cl.N1(CCC(CC1)C(=O)N)C1CCNCC1